C(C)N(C(OC(C)(C)C)=O)C=1C=NC(=C(C1)F)C=1N(N=CC1C(N[C@@H]1C(NC2=C(C(=N1)C1=CC=CC=C1)C=CC=C2)=O)=O)CC tert-Butyl N-ethyl-N-[6-[2-ethyl-4-[[(3S)-2-oxo-5-phenyl-1,3-dihydro-1,4-benzodiazepin-3-yl]carbamoyl]pyrazol-3-yl]-5-fluoropyridin-3-yl]carbamate